CC1=NN2C(C(=CC(=C2)Br)OC)=C1C(=O)OCC ethyl 2-methyl-6-bromo-4-methoxypyrazolo[1,5-a]pyridine-3-carboxylate